iron prolinate N1[C@@H](CCC1)C(=O)[O-].[Fe+2].N1[C@@H](CCC1)C(=O)[O-]